styrene-itaconic amide C(=CC1=CC=CC=C1)C(C(C(=O)N)=C)C(=O)O